4-((4-acetamidobenzyl)oxy)-3-fluorophenyl sulfurofluoridate S(OC1=CC(=C(C=C1)OCC1=CC=C(C=C1)NC(C)=O)F)(=O)(=O)F